BrC1=CN=C(C2=CN=C(C=C12)Cl)O[C@H]1C[C@H](C1)C(=O)OC Methyl cis-3-((4-bromo-6-chloro-2,7-naphthyridin-1-yl)oxy)cyclobutane-1-carboxylate